C1(CC1)C=1C(=C(C=C(C1)C1=C(C=CC=C1C)O)CCC(=O)[O-])F 3-{5-cyclopropyl-4-fluoro-2'-hydroxy-6'-methyl-[1,1'-biphenyl]-3-yl}propanoate